(R)-8-(8-((4-chlorophenyl)thio)imidazo[1,2-c]pyrimidin-5-yl)-8-azaspiro[4.5]decan-1-amine ClC1=CC=C(C=C1)SC=1C=2N(C(=NC1)N1CCC3(CCC[C@H]3N)CC1)C=CN2